N-(6-(4-isopropyl-4H-1,2,4-triazol-3-yl)pyridin-2-yl)-5-phenyl-1H-pyrrol-2-carboxamid C(C)(C)N1C(=NN=C1)C1=CC=CC(=N1)NC(=O)C=1NC(=CC1)C1=CC=CC=C1